C(C)N(C(=O)C1=C(C=CC(=C1)F)C1=C2C=NN(C2=CC(=C1)N1CC(C1)NC(OC(C)(C)C)=O)C)C(C)C Tert-butyl N-[1-(4-{2-[ethyl(isopropyl)carbamoyl]-4-fluorophenyl}-1-methyl-1H-indazol-6-yl)azetidin-3-yl]carbamate